ClC1=C(C=CC=C1Cl)SC=1C(=NC=CN1)C#N ((2,3-dichlorophenyl)thio)pyrazine-2-carbonitrile